C(#N)CCOC1=C2N=CN(C2=NC(=N1)NC(COC1=CC=CC=C1)=O)[C@@H]1O[C@@H](CN(C1)C(C1=CC=CC=C1)(C1=CC=CC=C1)C1=CC=CC=C1)COC(CCC(=O)O)=O 4-[[(2S,6R)-6-[6-(2-cyanoethoxy)-2-[(2-phenoxyacetyl)amino]purin-9-yl]-4-tritylmorpholin-2-yl]methoxy]-4-oxo-butyric acid